BrC1=CC=C2[C@@H]([C@H](N(C2=C1)C(=O)OCC1=CC=CC=C1)CO[Si](C)(C)C(C)(C)C)NC(C(=O)NC1=CC(=C(C=C1)Cl)F)=O Benzyl (2S,3S)-6-bromo-2-(((tert-butyldimethylsilyl)oxy)methyl)-3-(2-((4-chloro-3-fluoro phenyl)amino)-2-oxoacetamido)indoline-1-carboxylate